Diethyl octylmalonate C(CCCCCCC)C(C(=O)OCC)C(=O)OCC